C(C1=CC=CC=C1)S(=O)C1=CC=CN2C1=NS(CC2)(=O)=O 9-(benzylsulfinyl)-3,4-dihydropyrido[2,1-c][1,2,4]thiadiazine 2,2-dioxide